C(C1=CC=CC=C1)OC(=O)N1[C@@H](CC(CC1)C1CC1)C1=CC=C(C=C1)C(=O)OC (2S)-4-cyclopropyl-2-(4-(methoxycarbonyl)phenyl)piperidine-1-carboxylic acid benzyl ester